ClC=1C(=C(C=CC1)NN1C(=CC=2C(NCCC21)=O)C2=C(C=NC=C2)C#C[C@@]2(N(CCC2)C(C=C)=O)C)OC [(3-chloro-2-methoxyphenyl)amino]-2-(3-{2-[(2R)-2-methyl-1-(prop-2-enoyl)pyrrolidin-2-yl]ethynyl}pyridin-4-yl)-1H,5H,6H,7H-pyrrolo[3,2-c]pyridin-4-one